N-(3,4-diethoxyphenyl-ethyl)-3,4-diethoxyphenyl-acetamide Tert-butyl-(7-fluoro-2,3-dihydro-1H-inden-4-yl)carbamate C(C)(C)(C)N(C(O)=O)C1=C2CCCC2=C(C=C1)F.C(C)OC=1C=C(C=CC1OCC)CCNC(CC1=CC(=C(C=C1)OCC)OCC)=O